3-bromo-6,7-dihydro-4H-triazolo[5,1-c][1,4]oxazine BrC=1N=NN2C1COCC2